C(C)(C)(C)OC(=O)N1CC=C(CC1)C1=NC(=C(C=C1)C(N)=O)C1=CC=C(C=C1)C(=O)OC tert-butyl-4-(5-carbamoyl-6-(4-(methoxycarbonyl)phenyl)pyridin-2-yl)-5,6-dihydropyridine-1(2H)-carboxylate